COC(C(C)(C1=CC=C(C=C1)OC)N1N=CC=2C=3N(C(=NC21)N)N=C(N3)C=3OC=CC3)=O 2-(5-amino-2-(furan-2-yl)-7H-pyrazolo[4,3-e][1,2,4]triazolo[1,5-c]pyrimidin-7-yl)-2-(4-methoxyphenyl)propionic acid methyl ester